ClC1=CC=C(C=N1)S(=O)(=O)N1CCC(CC1)C(=O)NC=1C=CC2=C(N=CS2)C1 1-((6-chloropyridin-3-yl)sulfonyl)N-(benzo[d]thiazol-5-yl)-piperidine-4-carboxamide